2-((((9H-Fluoren-9-yl)methoxy)carbonyl)(methyl)amino)-4-(5-methoxypyridin-3-yl)butanoic acid C1=CC=CC=2C3=CC=CC=C3C(C12)COC(=O)N(C(C(=O)O)CCC=1C=NC=C(C1)OC)C